Propylazetat C(CC)OC(=O)C1=NC=C1